5-[4-(1,3-benzodioxol-5-yloxy)phenyl]-5-[2-(2-hydroxyacetyl)-2,7-diazaspiro[3.5]nonan-7-yl]hexahydropyrimidine-2,4,6-trione O1COC2=C1C=CC(=C2)OC2=CC=C(C=C2)C2(C(NC(NC2=O)=O)=O)N2CCC1(CN(C1)C(CO)=O)CC2